2,4-dimethylpentane-1-thiol CC(CS)CC(C)C